ClC1=C(C=CC(=C1)C#N)S(=O)(=O)N1C[C@@]([C@H](C1)S(=O)(=O)C1=NC=C(C=C1)Cl)(O)CNC(OC(C)(C)C)=O tert-butyl (((3S,4S)-1-((2-chloro-4-cyanophenyl)sulfonyl)-4-((5-chloropyridin-2-yl)sulfonyl)-3-hydroxypyrrolidin-3-yl)methyl)carbamate